FC(C(C(C(C1=CC=C(C=C1)C1(N=N1)C(F)(F)F)(F)F)(F)F)(F)F)(C1=CC=C(C=C1)C1(N=N1)C(F)(F)F)F ((perfluorobutane-1,4-diyl)bis(4,1-phenylene))bis(3-(trifluoromethyl)-3H-diazirine)